β-aminoisobutyl alcohol NC(CO)(C)C